1,3,4-oxadiazin O1CN=NC=C1